(S)-N-(5-(5-(1-acryloylpiperidin-3-yl)-1,2,4-oxadiazol-3-yl)-3-(trifluoromethoxy)pyridin-2-yl)-6-(1H-pyrazol-5-yl)picolinamide C(C=C)(=O)N1C[C@H](CCC1)C1=NC(=NO1)C=1C=C(C(=NC1)NC(C1=NC(=CC=C1)C1=CC=NN1)=O)OC(F)(F)F